ClC=1C=C(C=CC1F)NC(N(C)C1C=2C3=C(C(NC2CNC1)=O)C=C(C=C3)F)=O 3-(3-chloro-4-fluorophenyl)-1-(8-fluoro-6-oxo-1,2,3,4,5,6-hexahydrobenzo[c][1,7]naphthyridin-1-yl)-1-methylurea